(R)-N-(5-(5-(difluoromethyl)-1,2,4-oxadiazol-3-yl)-2,3-dihydro-1H-inden-1-yl)oxetane-3-carboxamide FC(C1=NC(=NO1)C=1C=C2CC[C@H](C2=CC1)NC(=O)C1COC1)F